FC(C1=C(C(=O)OC(CC)CCC(CC)CC)C=CC=C1)(F)F 6-ethyl-3-octanyl 2-(trifluoromethyl)benzoate